C(C)(C)(C)OC(=O)N1[C@@H]2[C@@H]([C@@H]([C@H]([C@H]1C(=O)OCC1=CC=CC=C1)CC2)F)CC2CC2 (1S,3S,4S,5S,6S)-6-(cyclopropylmethyl)-5-fluoro-2-azabicyclo[2.2.2]octane-2,3-dicarboxylic acid 3-benzyl ester 2-tert-butyl ester